(E)-4-(2,6,6-trimethylcyclohex-2-en-1-yl)but-3-en-2-one CC=1C(C(CCC1)(C)C)/C=C/C(C)=O